IC=1C=C2C(C(N(C2=CC1)C)=O)CC=C 5-iodo-1-methyl-3-(propan-2-enyl)indol-2-one